COC1=CC=C(C(=O)NC2=CC=C(C=C2)N2C[C@@H]3CN(C[C@H]3C2)C2=NC=CC=C2)C=C1 4-Methoxy-N-(4-((3aR,6aR)-5-(pyridin-2-yl)hexahydropyrrolo[3,4-c]pyrrol-2(1H)-yl)phenyl)benzamide